O=CC(C1=CC=CC=C1)NC(OC(C)(C)C)=O tert-butyl (2-oxo-1-phenylethyl)carbamate